hexachlorobenzophenanthrene ClC=1C=CC2=C(C3=C(C(=C(C(=C3C=3C=CC=CC23)Cl)Cl)Cl)Cl)C1Cl